2-[(1R,6R)-isopropenyl-3-methylcyclohex-2-enyl]-5-pentylbenzene-1,3-diol C(=C)(C)[C@@]1(C=C(CCC1)C)C1=C(C=C(C=C1O)CCCCC)O